5-fluoro-4-[6-(3-hydroxy-3-methyl-but-1-ynyl)-3,5-dihydro-2H-4,1-benzoxazepin-1-yl]-1-(trideuteriomethyl)quinazolin-2-one FC1=C2C(=NC(N(C2=CC=C1)C([2H])([2H])[2H])=O)N1CCOCC2=C1C=CC=C2C#CC(C)(C)O